C1(CC1)[C@H](C)N1C(C2=C(C=C(C=C2C1)C1=CC(=NN1C)N1C(=CC=C1C)C)CC)=O (S)-2-(1-cyclopropylethyl)-5-(3-(2,5-dimethyl-1H-pyrrol-1-yl)-1-methyl-1H-pyrazol-5-yl)-7-ethylisoindolin-1-one